F[P-](F)(F)(F)(F)F.C1(=CC=CC=C1)SC1=CC=CC=C1 diphenyl sulfide hexafluorophosphate